tert-butyldimethyl-(tributylstannylmethoxy)silane methyl-6-(3-(4-((pyridin-3-ylamino)methyl)phenoxy)azetidin-1-yl)-[1,1'-biphenyl]-2-carboxylate COC(=O)C=1C(=C(C=CC1)N1CC(C1)OC1=CC=C(C=C1)CNC=1C=NC=CC1)C1=CC=CC=C1.C(C)(C)(C)[Si](OC[Sn](CCCC)(CCCC)CCCC)(C)C